octyldodecylphenyl-benzotriazol C(CCCCCCC)C=1C(=C(C2=C(NN=N2)C1)C1=CC=CC=C1)CCCCCCCCCCCC